C[C@H]([C@@H](C(=O)O)[NH3+])O The molecule is the L-enantiomer of threoninium. It has a role as an Escherichia coli metabolite, a Saccharomyces cerevisiae metabolite and a plant metabolite. It is a conjugate acid of a L-threonine. It is an enantiomer of a D-threoninium.